1-(6-(11-Hydroxyundecyl)-1-methyl-1H-indazol-3-yl)dihydropyrimidine-2,4(1H,3H)-dione OCCCCCCCCCCCC1=CC=C2C(=NN(C2=C1)C)N1C(NC(CC1)=O)=O